2-(3,3-dimethylpiperidin-1-yl)-1-(4-(2-(2,6-dimethylpyridin-4-yl)-3-isopropyl-1H-indol-5-yl)piperidin-1-yl)ethan-1-one CC1(CN(CCC1)CC(=O)N1CCC(CC1)C=1C=C2C(=C(NC2=CC1)C1=CC(=NC(=C1)C)C)C(C)C)C